methyl 2-(4-methoxy-4-oxobutanoylamino)-5-methylbenzoate COC(CCC(=O)NC1=C(C(=O)OC)C=C(C=C1)C)=O